tert-Butyl N-[1-[[4-chloro-2-(hydroxymethyl)-2,3-dihydro-1H-inden-5-yl]oxymethyl]cyclopropyl]carbamate ClC1=C2CC(CC2=CC=C1OCC1(CC1)NC(OC(C)(C)C)=O)CO